C(=O)(O)CCCCC1SC[C@@H]2N(C(N[C@@H]21)=O)C(=O)O (3aS,6aR)-4-(4-carboxy-butyl)-2-oxohexahydro-1H-thieno[3,4-d]imidazole-1-carboxylic acid